C(C)OC=1NC2=CC=C(C=C2C1CCNC(C)=O)O N-[2-(2-Ethoxy-5-Hydroxy-1H-indol-3-yl)ethyl]acetamide